N-(2-(2,6-dioxopiperidin-3-yl)-1-oxoisoindolin-5-yl)benzamide O=C1NC(CCC1N1C(C2=CC=C(C=C2C1)NC(C1=CC=CC=C1)=O)=O)=O